C(C)(C)C=1C(=NNC1C=1C=C(C=2N(C1)N=CN2)C)C=2SC(=CN2)C2CCN(CC2)CCC 2-(4-isopropyl-5-(8-methyl-[1,2,4]triazolo[1,5-a]pyridin-6-yl)-1H-pyrazol-3-yl)-5-(1-propylpiperidin-4-yl)thiazole